FC(C(C(C(S(=O)(=O)O)(F)F)(F)F)(F)F)(F)F.OC1=CC=C(C2=CC(=CC=C12)O)C1SCCC1 (4,7-dihydroxy-1-naphthyl)tetrahydrothiophene nonafluorobutansulfonate